CC1=CC(=NC2=CC=CC=C12)C(CCC#N)C 4-(4-methylquinolin-2-yl)valeronitrile